C(C)(=O)C1=NN(C2=C(N=C(C=C21)C=2C=NC(=NC2)C)C)CC(=O)N2[C@@H](C[C@H](C2)C)C(=O)NC2=NC(=C(C=C2C)F)Br (2S,4R)-1-(2-(3-acetyl-7-methyl-5-(2-methylpyrimidin-5-yl)-1H-pyrazolo[3,4-c]pyridin-1-yl)acetyl)-N-(6-bromo-5-fluoro-3-methylpyridin-2-yl)-4-methylpyrrolidine-2-carboxamide